O.C(=O)(O)C(O)C(O)C(=O)O.NC[C@@H](C1=CC(=C(C=C1)O)O)O (R)-α-(aminomethyl)-3,4-dihydroxybenzyl alcohol tartrate monohydrate